epoxy-alpha-dodecene C1=C(CCCCCCCCCC)O1